Cl.FC(C1=CC2=C(N3C(COC2)CNCC3)N=C1)(F)F 3-(trifluoromethyl)-7,7a,8,9,10,11-hexahydro-5H-pyrazino[2,1-c]pyrido[2,3-e][1,4]oxazepine hydrochloride